N-cyclooctylglycine C1(CCCCCCC1)NCC(=O)O